1-hydroxypyrene-D9 [2H]C1=C(C2=C3C(=C1[2H])C(=C(C4=C(C(=C(C(=C43)C(=C2[2H])[2H])[2H])[2H])O)[2H])[2H])[2H]